C1(CCCC1)N1N=C(C=C1C1=C(C=CC=C1)C(F)(F)F)C(=O)N[C@H](CC1=NN=NN1)CCN1C(CCCC1=O)=O 1-cyclopentyl-N-[(2S)-4-(2,6-dioxopiperidin-1-yl)-1-(1H-1,2,3,4-tetrazol-5-yl)butan-2-yl]-5-[2-(trifluoromethyl)phenyl]-1H-pyrazole-3-carboxamide